CC(C(=O)O)(CCCNC(CCCCCCCCCCCCCCCCC)=O)C 2,2-dimethyl-5-stearamidopentanoic acid